tert-butyl (2S)-2-({1-cyano-2-[5-(3-methyl-2-oxo-1,3-benzoxazol-5-yl)-1-benzofuran-2-yl]ethyl}carbamoyl)-1,4-oxazepane-4-carboxylate C(#N)C(CC=1OC2=C(C1)C=C(C=C2)C=2C=CC1=C(N(C(O1)=O)C)C2)NC(=O)[C@H]2OCCCN(C2)C(=O)OC(C)(C)C